COC(C(C(=O)OC)[C@H](C[N+](=O)[O-])C1=C(C=C(C=C1F)OC)F)=O |o1:8| (+)-(S*)-2-[1-(2,6-difluoro-4-methoxy-phenyl)-2-nitroethyl]malonic acid dimethyl ester